FC(COC1=NC=C(C(=C1)N1C(N(C2=C1C=C(C(=C2)C(=O)O)F)C(C)C)=O)F)F 1-(2-(2,2-difluoroethoxy)-5-fluoropyridin-4-yl)-6-fluoro-3-isopropyl-2-oxo-2,3-dihydro-1H-benzo[d]imidazole-5-carboxylic acid